C(C)(=O)C1=NN(C2=CC=C(C=C12)C1=CN=C2N1CCCC2)CC(=O)O (3-acetyl-5-(5,6,7,8-tetrahydroimidazo[1,2-a]pyridin-3-yl)-1H-indazol-1-yl)acetic acid